O1C(OCCC1)COC1=C(C=C(C=C1)NC1=NC=NC2=CC=C(C=C12)N1CCNCC1)Cl N-(4-((1,3-Dioxan-2-yl)methoxy)-3-chlorophenyl)-6-(piperazin-1-yl)quinazolin-4-amine